bis(2-(dioctylamino)ethyl)fumaramide C(CCCCCCC)N(CC\C(=C(/C(=O)N)\CCN(CCCCCCCC)CCCCCCCC)\C(=O)N)CCCCCCCC